1-[[2-(difluoromethylsulfanyl)pyridin-4-yl]methyl]-3-[(1r,3r)-3-(trifluoromethyl)cyclobutyl]urea FC(F)SC1=NC=CC(=C1)CNC(=O)NC1CC(C1)C(F)(F)F